BrC=1C=CC(=C2C(=NNC12)I)F 7-bromo-4-fluoro-3-iodo-1H-indazole